(R)-1-(4-methyl-5-(8-(methylamino)-1H-imidazo[4,5-f]isoquinolin-4-yl)pyridin-2-yl)propan-1-ol CC1=CC(=NC=C1C1=C2C(=C3C=C(N=CC3=C1)NC)NC=N2)[C@@H](CC)O